Chloroform-d2 C([ClH][2H])(Cl)(Cl)[2H]